ClC1=CC=C(CN2N=C3C4=C(CCC3=C2)OC(=C4C)C(=O)NCCOC)C=C1 2-(4-chlorobenzyl)-N-(2-methoxyethyl)-8-methyl-4,5-dihydro-2H-furo[2,3-g]indazole-7-carboxamide